1-(6-((methylamino)methyl)-4-(4-(trifluoromethoxy)phenyl)benzo[d]oxazol-7-yl)ethane-1,2-diol 2,2,2-trifluoroacetate FC(C(=O)O)(F)F.CNCC1=C(C2=C(N=CO2)C(=C1)C1=CC=C(C=C1)OC(F)(F)F)C(CO)O